4-(3-Amino-2-ethyl-6-fluoropyrazolo[1,5-a]pyridin-5-yl)piperazine-1-carboxylic acid NC=1C(=NN2C1C=C(C(=C2)F)N2CCN(CC2)C(=O)O)CC